anilinebutyraldehyde N(C1=CC=CC=C1)CCCC=O